S([O-])(O)(=O)=O.CN1C=[N+](C=C1)C(C)C 1-methyl-3-isopropylimidazolium bisulfate